FC=1C=C(C#N)C=CC1N1CC(N(C2(CC(C2)C=2OC(=CN2)C)C1=O)CC1=CC=C(C=C1)C(F)(F)F)=O 3-fluoro-4-((2r,4r)-2-(5-methyloxazol-2-yl)-6,9-dioxo-5-(4-(trifluoromethyl)-benzyl)-5,8-diazaspiro[3.5]-nonan-8-yl)benzonitrile